ClC1=CC(=C(COC2=NC=3CN(CCC3C=C2NC)CC2=NC3=C(N2C[C@H]2OCC2)C=C(C=C3)C(=O)O)C=C1)F (S)-2-((2-((4-chloro-2-fluorobenzyl)oxy)-3-(methylamino)-5,8-dihydro-1,7-naphthyridin-7(6H)-yl)methyl)-1-(oxetan-2-ylmethyl)-1H-benzo[d]imidazole-6-carboxylic acid